methyl (S)-1-(6-methyl-4-(trifluoromethyl)pyridin-2-yl)-5-oxopyrrolidine-2-carboxylate CC1=CC(=CC(=N1)N1[C@@H](CCC1=O)C(=O)OC)C(F)(F)F